N-((4-(4-phenylthiazol-2-yl)-1-(piperidine-4-carbonyl)piperidin-4-yl)methyl)-3-(5-(trifluoromethyl)-1,2,4-oxadiazol-3-yl)benzamide C1(=CC=CC=C1)C=1N=C(SC1)C1(CCN(CC1)C(=O)C1CCNCC1)CNC(C1=CC(=CC=C1)C1=NOC(=N1)C(F)(F)F)=O